C(C)(C)C1=CC=CC=2C(=N[C@@H](C(NC21)=O)NC([C@@H]([C@@H](C(=O)N)CCC(F)(F)F)CCC(F)(F)F)=O)C2=CC(=CC=C2)C (2R,3S)-N-((3S)-9-isopropyl-5-(3-methylphenyl)-2-oxo-2,3-dihydro-1H-1,4-benzodiazepin-3-yl)-2,3-bis(3,3,3-trifluoropropyl)succinamide